tert-butyl-4-(4-(2,4-dioxotetrahydropyrimidin-1(2H)-yl)-3-methylphenoxy)piperidine-1-carboxylate C(C)(C)(C)OC(=O)N1CCC(CC1)OC1=CC(=C(C=C1)N1C(NC(CC1)=O)=O)C